methyl 6-(4-cyano-4-(4-(trifluoromethyl)phenyl)piperidin-1-yl)pyridazine-3-carboxylate Methyl-6-chloropyridazine-3-carboxylate COC(=O)C=1N=NC(=CC1)Cl.C(#N)C1(CCN(CC1)C1=CC=C(N=N1)C(=O)OC)C1=CC=C(C=C1)C(F)(F)F